N(=[N+]=[N-])CC(=O)NC1=C2CN(C(C2=CC=C1)=O)C1C(NC(CC1)=O)=O 2-azido-N-(2-(2,6-dioxopiperidin-3-yl)-1-oxoisoindolin-4-yl)acetamide